2-methyl-N-[[(2R,3S,4R)-3,4,5-trihydroxytetrahydrofuran-2-yl]methyl]-acrylamide CC(C(=O)NC[C@H]1OC([C@@H]([C@@H]1O)O)O)=C